S1C=CC=2OCCC(C21)CN (6,7-dihydro-5H-thieno[3,2-b]pyran-7-yl)methanamine